N-(3,3-diethoxypropyl)-4-toluenesulfonamide C(C)OC(CCNS(=O)(=O)C1=CC=C(C)C=C1)OCC